2-[6-[2-[(dimethylamino)methyl]morpholin-4-yl]pyridazin-3-yl]-3-methyl-5-(trifluoromethyl)phenol CN(C)CC1CN(CCO1)C1=CC=C(N=N1)C1=C(C=C(C=C1C)C(F)(F)F)O